methoxyphenyltriazine COC1=CN=NN=C1C2=CC=CC=C2